FC(C(=O)N)(C(F)(F)F)C(F)(F)F 2,3,3,3-tetra-fluoro-2-(trifluoromethyl)propaneamide